C(O)C=1OC=CC1 methylolfuran